O=C1N2C(NC=3CCCCC13)=C(C=N2)C#N 9-oxo-4,5,6,7,8,9-hexahydropyrazolo[5,1-b]quinazoline-3-carbonitrile